(±)-7-((5-Aminopyridin-2-yl)amino)-5-((4-cyclopropyl-3-((methylsulfinyl)methyl)phenyl)amino)pyrazolo[1,5-a]pyrimidine-3-carbonitrile NC=1C=CC(=NC1)NC1=CC(=NC=2N1N=CC2C#N)NC2=CC(=C(C=C2)C2CC2)C[S@](=O)C |r|